(2-methyl-piperidin-3-yl)boronic acid CC1NCCCC1B(O)O